tert-butyl (2-(2-(2-(2-((2R,5S)-4-(6-cyano-1-methyl-2-oxo-1,2-dihydro-1,5-naphthyridin-4-yl)-2,5-dimethylpiperazin-1-yl)-2-(4-fluorophenyl) acetamido)ethoxy)ethoxy)ethyl)carbamate C(#N)C=1N=C2C(=CC(N(C2=CC1)C)=O)N1C[C@H](N(C[C@@H]1C)C(C(=O)NCCOCCOCCNC(OC(C)(C)C)=O)C1=CC=C(C=C1)F)C